3-(diethylamino)propionamide C(C)N(CCC(=O)N)CC